[C@H]12CN(C[C@H](CC1)N2)C2=NC(=NC1=C(C(=C(C=C21)Cl)C=2C=C(C=C1CCC(C21)CC)O)F)OC[C@]21CCCN1C[C@@H](C2)F 7-(4-((1R,5S)-3,8-diazabicyclo[3.2.1]octan-3-yl)-6-chloro-8-fluoro-2-(((2R,7aS)-2-fluorotetrahydro-1H-pyrrolizin-7a(5H)-yl)methoxy)quinazolin-7-yl)-1-ethyl-2,3-dihydro-1H-inden-5-ol